1H-imidazo[4,5-c]Quinoline-2-carboxylic acid N1C(=NC=2C=NC=3C=CC=CC3C21)C(=O)O